5-(n-propoxymethyl)-7-oxo-bicyclo[2.2.1]Hept-2-ene C(CC)OCC1C2C=CC(C1)C2=O